CSCC[C@@H](CO)N L-(-)-methioninol